(3R,6S)-3,6-diisobutyl-8-(1-methylpiperidin-4-yl)-1-(3-(1-(pyridin-3-ylsulfonyl)piperidin-4-yl)propyl)tetrahydropyrazino[2,1-c][1,2,4]oxadiazine-4,7(3H,6H)-dione C(C(C)C)[C@@H]1C(N2C(N(O1)CCCC1CCN(CC1)S(=O)(=O)C=1C=NC=CC1)CN(C([C@@H]2CC(C)C)=O)C2CCN(CC2)C)=O